NC1=NC2=CC=C(C=C2C=C1C1=CC=CC=C1)C(=O)N(CC1=NC=C(C=C1)C(F)(F)F)CC(C)C 2-amino-N-(2-methylpropyl)-3-phenyl-N-((5-(trifluoromethyl)-2-pyridinyl)methyl)-6-quinolinecarboxamide